FC=1C=C(C=CC1N1C(C(CCC1)NC(=O)NC=1SC(=CN1)C)=O)C1=C(C=CC=C1)S(=O)(=O)C (1-(3-fluoro-2'-(methylsulfonyl)-[1,1'-biphenyl]-4-yl)-2-oxopiperidin-3-yl)-3-(5-methylthiazol-2-yl)urea